C(C)(C)(C)OC1=NC=C(C(=N1)OC(C)(C)C)C=1C=C(C=2N(N1)C=CN2)OCC(COC2=NC=CC=C2)(F)F 6-(2,4-di-tert-butoxypyrimidin-5-yl)-8-(2,2-difluoro-3-(pyridin-2-yloxy)propoxy)imidazo[1,2-b]pyridazine